OC[C@@H]1[C@H]([C@@H]([C@H](C(O1)O)I)O)O (3R,4S,5S,6R)-6-(hydroxymethyl)-3-iodotetrahydro-2H-pyran-2,4,5-triol